CC1=CC(=O)C2=C(C=C(C=C2O1)OC)O The molecule is a member of the class of chromones that is chromone substituted by a hydroxy group at position 5, a methoxy group at position 7 and a methyl group at position 2. It has been isolated from Pisonia aculeata. It has a role as a plant metabolite. It is a member of chromones, a member of phenols and an aromatic ether. It derives from a chromone.